(R)-3-(1,4-dimethyl-1H-benzo[d][1,2,3]triazol-5-yl)-3-(3-(((R)-2-ethyl-7-hydroxy-2,3-dihydropyrido[2,3-f][1,4]oxazepin-4(5H)-yl)methyl)-4-methylphenyl)propanoic acid besylate salt S(=O)(=O)(O)C1=CC=CC=C1.CN1N=NC2=C1C=CC(=C2C)[C@H](CC(=O)O)C2=CC(=C(C=C2)C)CN2C[C@H](OC1=C(C2)N=C(C=C1)O)CC